FC(SC1=CC=C(C(=O)O)C=C1)(F)F 4-(trifluoro-methyl-thio)benzoic acid